C(C)OC(\C=C\C(=O)O)=O fumaric acid mono-ethyl ester